2-amino-2-methyl-propanoic acid NC(C(=O)O)(C)C